FC1=C(C=CC(=C1)F)N1N=CC2=C1N=C(NC2=O)COC 1-(2,4-difluorophenyl)-6-(methoxymethyl)-5H-pyrazolo[3,4-d]pyrimidin-4-one